ClC1=NC(=CC=C1)C=1NC(=CN1)C(C)C 2-Chloro-6-[5-(propan-2-yl)-1H-imidazol-2-yl]pyridine